6-((3S,4S)-4-amino-3-methyl-2-oxa-8-azaspiro[4.5]decan-8-yl)-3-(2,3-dichlorophenyl)-1H-pyrazolo[3,4-b]pyridin-4-ol N[C@@H]1[C@@H](OCC12CCN(CC2)C=2C=C(C1=C(N2)NN=C1C1=C(C(=CC=C1)Cl)Cl)O)C